C(C1=CC=CC=C1)N1CCC(CC1)CCNC(=O)N1[C@@H](CN(CC1)C=1C=NC(=CC1)C(F)(F)F)C (2R)-N-[2-(1-benzylpiperidin-4-yl)ethyl]-2-methyl-4-[6-(trifluoromethyl)pyridin-3-yl]piperazine-1-carboxamide